C1(CC1)[C@@H](C(=O)N1[C@@H]([C@H]2C([C@H]2C1)(C)C)C(=O)O)NC(C(C)C)=O (1r,2S,5S)-3-((S)-2-cyclopropyl-2-isobutyrylaminoacetyl)-6,6-dimethyl-3-azabicyclo[3.1.0]hexane-2-carboxylic acid